tert-butyl 4-(5-fluoro-4-(3-methyl-4-((5-(1-methylcyclopropyl)-1,2,4-oxadiazole-3-carboxamido)methyl)-phenyl)pyridin-3-yl)piperazine-1-carboxylate FC=1C(=C(C=NC1)N1CCN(CC1)C(=O)OC(C)(C)C)C1=CC(=C(C=C1)CNC(=O)C1=NOC(=N1)C1(CC1)C)C